BrC=1C=NC=C(C1N1C[C@@](CC1)(C)NC(OC(C)(C)C)=O)C(NC1CCC(CC1)(F)F)=O tert-butyl (S)-(1-(3-bromo-5-((4,4-difluorocyclohexyl)carbamoyl)pyridin-4-yl)-3-methylpyrrolidin-3-yl)carbamate